FC1=C(COC2=NC=CC(=N2)C2=CC(=C(C=3CCOC32)CC3=NC2=C(N3C[C@H]3OCC3)C=C(C=C2OC)C(=O)O)F)C=CC(=C1)C1COC1 (S)-2-((7-(2-((2-fluoro-4-(oxetane-3-yl)benzyl)oxy)pyrimidin-4-yl)-5-fluoro-2,3-dihydrobenzofuran-4-yl)methyl)-4-methoxy-1-(oxetane-2-ylmethyl)-1H-benzo[d]imidazole-6-carboxylic acid